(E)-3-(4-(((1-(4-(4-cyano-3-fluorophenyl)-5-(3-hydroxy-4-methoxyphenyl)thiophene-2-carbonyl)piperidin-4-yl)amino)methyl)phenyl)-N-((tetrahydro-2H-pyran-2-yl)oxy)acrylamide C(#N)C1=C(C=C(C=C1)C=1C=C(SC1C1=CC(=C(C=C1)OC)O)C(=O)N1CCC(CC1)NCC1=CC=C(C=C1)/C=C/C(=O)NOC1OCCCC1)F